BrC=1C=2N(C=CC1)C(=C(N2)C)C(\C=C\C2=CC=C(C=C2)Br)=O (E)-1-(8-bromo-2-methylimidazo[1,2-a]pyridin-3-yl)-3-(4-bromophenyl)prop-2-en-1-one